6-(6-methyl-1H-indol-3-yl)pyrimidine-4-ol CC1=CC=C2C(=CNC2=C1)C1=CC(=NC=N1)O